N-[(6-Amino-2-pyridyl)sulfonyl]-2-[(2S,5R)-2,5-dimethylpyrrolidin-1-yl]-6-(4-methoxyphenyl)pyridin-3-carboxamid NC1=CC=CC(=N1)S(=O)(=O)NC(=O)C=1C(=NC(=CC1)C1=CC=C(C=C1)OC)N1[C@H](CC[C@H]1C)C